4-(propane-1-yn-1-yl)-1H-indazole-7-acetic acid methyl ester COC(CC=1C=CC(=C2C=NNC12)C#CC)=O